(2,4,6-trifluorobenzyl)butanamide FC1=C(CC(C(=O)N)CC)C(=CC(=C1)F)F